N-methyl-2-nitro-5-(4,4,5,5-tetramethyl-1,3,2-dioxaborolan-2-yl)aniline CNC1=C(C=CC(=C1)B1OC(C(O1)(C)C)(C)C)[N+](=O)[O-]